[N+](=O)([O-])C1=C(\C=N\NC(CN2N=NC(=C2)C2=CC=CC=C2)=O)C=CC=C1 (E)-N'-(2-nitrobenzylidene)-2-(4-phenyl-1H-1,2,3-triazol-1-yl)acethydrazide